4-((6bR,10aS)-3-methyl-d3-2,3,6b,7,10,10a-hexahydro-1H-pyrido[3',4':4,5]pyrrolo[1,2,3-de]quinoxalin-8(9H)-yl)butan-1-one p-toluenesulfonate CC1=CC=C(C=C1)S(=O)(=O)O.C(N1CCN2C=3C(=CC=CC13)[C@H]1[C@@H]2CCN(C1)CCCC=O)([2H])([2H])[2H]